C1OCC12CN(C2)C2=CC=C(C=C2)NC=2C=1N(C=C(N2)C2=CC=C3C=NNC3=C2)N=CN1 N-(4-(2-oxa-6-azaspiro[3.3]heptan-6-yl)phenyl)-6-(1H-indazol-6-yl)-[1,2,4]triazolo[1,5-a]pyrazin-8-amine